C(C1=CC=CC=C1)N1CCC(CC1)CC=1CC2=CC(=C(C=C2C1C(C(=O)O)OCCCCCCCCCCCCCC)OC)OC 2-((1-benzylpiperidin-4-yl)methyl)-5,6-dimethoxy-1H-inden-3-yl-2-(tetradecyloxy)acetic acid